[Cl-].C(CCCCCCCCCCCCC)CP(C)C n-tetradecyltrimethylphosphine chloride